Methylprotocatechuate COC(C1=CC(O)=C(O)C=C1)=O